C(C)C(C(=O)N[C@@H](C)C1=CC=C(C=C1)S(=O)(=O)C)(C)N1C[C@@H](CC1)OC1=CC(=CC=C1)C(F)(F)F 2-ethyl-N-((S)-1-(4-(methylsulfonyl)phenyl)ethyl)-2-((R)-3-(3-(trifluoromethyl)phenoxy)pyrrolidin-1-yl)propanamide